(1-(difluoromethyl)-1H-pyrazol-4-yl)-6-(3-(methylamino)azetidin-1-yl)pyrimidin-2-amine FC(N1N=CC(=C1)C1=NC(=NC(=C1)N1CC(C1)NC)N)F